2,6-bis[4-(R)-isopropyl-2-oxazolyl]-4-methylpyridine C(C)(C)C=1N=C(OC1)C1=NC(=CC(=C1)C)C=1OC=C(N1)C(C)C